tetrahydropyrazolo[1,5-a]pyrazine hydrogen chloride Cl.N1CCC2N1C=CN=C2